C(#N)C=1C(=NN(C1NCC1=CC=C(C=C1)OC)[C@@H]1CN(CC1)C(=O)OC(C)(C)C)C#C tert-butyl (3S)-3-(4-cyano-3-ethynyl-5-{[(4-methoxyphenyl)methyl]amino}pyrazol-1-yl)pyrrolidine-1-carboxylate